(2-((perchlorophenoxy)carbonyl)-1H-indole-5-carbonyl)phosphonic acid ClC1=C(OC(=O)C=2NC3=CC=C(C=C3C2)C(=O)P(O)(O)=O)C(=C(C(=C1Cl)Cl)Cl)Cl